[Cl-].[Th+4].[Cl-].[Cl-].[Cl-] thorium chloride salt